C=CC(C)(C)C1=CC=CC(=C1O)C(C)(C)C methylene(2,6-di-tert-butylphenol)